CN(CCOC=1C=C(C=C(C1)B1OC(C(O1)(C)C)(C)C)NC(C=C)=O)C N-(3-(2-(dimethylamino)ethoxy)-5-(4,4,5,5-tetramethyl-1,3,2-dioxaborolan-2-yl)phenyl)acrylamide